BrC=1C=C(C(=O)N)C=CC1C(C)(C)O 3-bromo-4-(2-hydroxypropan-2-yl)benzamide